5-(7-(3,6-dihydro-2H-pyran-4-yl)thieno[3,2-c]pyridazin-3-yl)-6-methylbenzofuran-4-ol O1CCC(=CC1)C1=CSC2=C1N=NC(=C2)C2=C(C=C1C(C=CO1)=C2O)C